C(C)C1=NN(C2=NC=C(C=C21)OCC=2C(=C(N)C=CC2F)F)C2OCCCC2 3-([[3-ethyl-1-(oxan-2-yl)pyrazolo[3,4-b]pyridin-5-yl]oxy]methyl)-2,4-difluoroaniline